octadec-5,13-diene CCCCC=CCCCCCCC=CCCCC